O1[C@@H](COCC1)COC=1N2CCC3=C(C2=C(C(C1)=O)C)C=CC(=C3)C3CN(C3)C(=O)OCC ethyl 3-[4-[[(2S)-1,4-dioxan-2-yl]methoxy]-1-methyl-2-oxo-6,7-dihydrobenzo[a]quinolizin-9-yl]azetidine-1-carboxylate